CC=1C=C(CN2C3(CC3)[C@@H]([C@@H](C2)C=2C=NC=C(C2)OC)C#N)C=CC1C |r| racemic-cis-4-(3,4-dimethylbenzyl)-6-(5-methoxypyridin-3-yl)-4-azaspiro[2.4]heptane-7-carbonitrile